C1(=CC=CC=C1)NC1=CC=CC=2C3=CC=CC=C3N(C12)C1=CC=CC=C1 N,9-diphenyl-9H-carbazol-1-amine